ClC=1C=C(CC2(CCC2)C#N)C=CC1 1-(3-chlorobenzyl)cyclobutane-1-carbonitrile